3-(((1R)-1-(3-(7-(tert-butyl)-6,7-dihydropyrazolo[1,5-a]pyrimidin-4(5H)-yl)-2-cyano-7-methylquinoxalin-5-yl)ethyl)amino)-6-chloropicolinic acid C(C)(C)(C)C1CCN(C=2N1N=CC2)C=2C(=NC1=CC(=CC(=C1N2)[C@@H](C)NC=2C(=NC(=CC2)Cl)C(=O)O)C)C#N